BrC1=C(C=C2C(=C(C(N(C2=C1F)C[C@H]1N(CCC1)C)=O)C#N)N1C[C@H](N(CC1)C(=O)OC(C)(C)C)C)Cl tert-butyl (R)-4-(7-bromo-6-chloro-3-cyano-8-fluoro-1-(((S)-1-methylpyrrolidin-2-yl) methyl)-2-oxo-1,2-dihydroquinolin-4-yl)-2-methylpiperazine-1-carboxylate